C(C(\C=C\CCCCCCC)C(=O)O)C(=O)O trans-3-undecene-1,2-dicarboxylic acid